N-(2-([1,1'-biphenyl]-4-yl)ethyl)-2-ethyl-6-methylthieno[2,3-d]pyrimidin-4-amine C1(=CC=C(C=C1)CCNC=1C2=C(N=C(N1)CC)SC(=C2)C)C2=CC=CC=C2